C1(CCCCC1)C(C(=O)NC1=CC=CC=C1)C(=O)NC1=CC=C2C(=C1)NC(C21CCOCC1)=O 2-cyclohexyl-N'-(2-oxospiro[indoline-3,4'-tetrahydropyran]-6-yl)-N-phenylpropane-diamide